FC(C1=NN=C(O1)C1=CC=C(CN(S(=O)(=O)CCN2CCN(CC2)C)C2=CC=CC=C2)C=C1)F N-(4-(5-(difluoromethyl)-1,3,4-oxadiazol-2-yl)benzyl)-2-(4-methylpiperazin-1-yl)-N-phenylethane-1-sulfonamide